CC1=C(C=CC(=C1)C)N=CN(C)C=NC1=C(C=C(C=C1)C)C N'-(2,4-dimethylphenyl)-N-[(2,4-dimethylphenyl)iminomethyl]-N-methyl-methanimidamide